C(C1=CC=CC=C1)OC1C(C2=CC(=CC(=C2C1)F)I)=O (benzyloxy)-4-fluoro-6-iodo-2,3-dihydro-1H-inden-1-one